C(=O)(O)C=1C=C(C=C(C1)OC1=C(C(C(=O)O)=CC=C1)C(=O)O)OC1=C(C(C(=O)O)=CC=C1)C(=O)O ((5-carboxy-1,3-phenylene)bis(oxy))diphthalic acid